2-((8-amino-7-fluoro-6-(4-methylpyridin-3-yl)isoquinolin-3-yl)amino)-6-(methyl-d3)-5,6-dihydro-4H-pyrazolo[1,5-d][1,4]diazepin-7(8H)-one NC=1C(=C(C=C2C=C(N=CC12)NC1=NN2CC(N(CCC2=C1)C([2H])([2H])[2H])=O)C=1C=NC=CC1C)F